BrC1=C2CC(N(C2=CC=C1)C1CC1)=O 4-Bromo-1-cyclopropylindolin-2-one